2-[2-(2-aminoethoxy)ethoxylethoxylethoxy]acetate NCCOCCOCCOCCOCC(=O)[O-]